Isopropyl (2R,3S,5R)-2-(((6-(5-fluoropyrimidin-2-yl)bicyclo[4.1.0]heptan-3-yl)oxy)methyl)-3-(N-(4-methoxybenzyl)methylsulfonamido)-5-methylpyrrolidine-1-carboxylate FC=1C=NC(=NC1)C12CCC(CC2C1)OC[C@@H]1N([C@@H](C[C@@H]1N(S(=O)(=O)C)CC1=CC=C(C=C1)OC)C)C(=O)OC(C)C